(6R,12S)-17-amino-12-(hydroxymethyl)-6,15-bis(trifluoromethyl)-13,19-dioxa-3,4,18-triazatricyclo[12.3.1.12,5]nonadeca-1(18),2,4,14,16-pentaen-6-ol NC1=CC(=C2O[C@@H](CCCCC[C@](C3=NN=C(C1=N2)O3)(O)C(F)(F)F)CO)C(F)(F)F